ClC1=CC=C(C=C1)NCC1=COC2=CC=CC=C2C1=O 3-(((4-Chlorophenyl)amino)methyl)-4H-chromen-4-one